NC1=NC2=C(C=3N1N=C(N3)C=3OC=CC3)C=NN2C(C(=O)N[C@@H]2C[C@@H](CC2)O)(C)C2=CC=CC=C2 2-(5-amino-2-(furan-2-yl)-7H-pyrazolo[4,3-e][1,2,4]triazolo[1,5-c]pyrimidin-7-yl)-N-((1S,3R)-3-hydroxycyclopentyl)-2-phenylpropanamide